6-chloro-7-(5,6-dihydrocyclopenta[c]pyrazol-2(4H)-yl)-1H-indole-3-sulfonyl chloride ClC1=CC=C2C(=CNC2=C1N1N=C2C(=C1)CCC2)S(=O)(=O)Cl